hexahydro-1H-pyrido[4',3':3,4]pyrazolo[1,5-a]azepine C1NCCC2NN3C(C=CC=CC3)=C21